2-[6-(2,2-difluoro-7-oxo-5H-[1,3]dioxolo[4,5-f]isoindol-6-yl)-5-ethylsulfonyl-3-pyridinyl]-2-methyl-propionitrile FC1(OC=2C(=CC=3C(N(CC3C2)C2=C(C=C(C=N2)C(C#N)(C)C)S(=O)(=O)CC)=O)O1)F